C(N)(OC1=NC(=CC=C1)CO\N=C(\C1=CC=CC=C1)/C1=NN=NN1C)=O {6-[({[(Z)-(1-methyl-1H-tetrazol-5-yl) (phenyl) methylidene] amino} oxy) methyl] pyridin-2-yl} carbamate